C(C1=CC=CC=C1)OC(=O)N1CCC(CC1)CCOCC1CCC(CC1)N 4-(2-(((1r,4r)-4-aminocyclohexyl)methoxy)ethyl)piperidine-1-carboxylic acid benzyl ester